C/C(/C(=O)O)=C\C(=O)O methyl-(2E)-but-2-ene-1,4-dioic acid